C1(=CC=C(C=C1)NC=1C=C(SC1C)C)C1=CC=CC=C1 4-([1,1'-biphenyl]-4-ylamino)-2,5-dimethylthiophene